3,8-diazabicyclo[3.2.1]octan-8-yl-(2,2-difluorocyclopropyl)methanone C12CNCC(CC1)N2C(=O)C2C(C2)(F)F